3-oxotetrahydro-2H-furo[2,3-c]pyrrole-5(3H)-carboxylic acid (3aS,6aS)-tert-butyl ester C(C)(C)(C)OC(=O)N1CC2C(C1)C(CO2)=O